(S)-4-bromo-2-chloro-3-(difluoromethyl)-N-(1,1,1-trifluoropropan-2-yl)benzenesulfonamide BrC1=C(C(=C(C=C1)S(=O)(=O)N[C@H](C(F)(F)F)C)Cl)C(F)F